(5RS)-2-[(4,4-Difluorocyclohexyl)methyl]-3-oxo-2,3,5,6,7,8-hexahydro[1,2,4]triazolo[4,3-a]pyridin FC1(CCC(CC1)CN1N=C2N(CCCC2)C1=O)F